NCC1=C(C=NN(C1=O)CC(=O)NC1=CC(=C(C=C1)C)S(NCCC1=NC=CC=C1)(=O)=O)Cl 2-(5-(aminomethyl)-4-chloro-6-oxopyridazin-1(6H)-yl)-N-(4-methyl-3-(N-(2-(pyridin-2-yl)ethyl)sulfamoyl)phenyl)acetamide